[4-Chloro-2-(1,1-dioxido-2,3-dihydro-1,4-benzothiazepin-4(5H)-yl)quinolin-6-yl]methanol ClC1=CC(=NC2=CC=C(C=C12)CO)N1CCS(C2=C(C1)C=CC=C2)(=O)=O